[C@H]12NC[C@H]([C@@H]1NC1=C(C(=NC3=C(C(=C(C=C13)CCC#N)Br)F)SC)C#CC)C2 3-(4-(((1r,4r,5s)-2-azabicyclo[2.1.1]hexane-5-yl)amino)-7-bromo-8-fluoro-2-(methylsulfanyl)-3-(prop-1-yn-1-yl)quinolin-6-yl)propionitrile